2,4-dichloro-3-(1,3-dioxolan-2-yl)pyridine ClC1=NC=CC(=C1C1OCCO1)Cl